FC1=C2NC(C(=NC2=CC=C1CN1CCN(CC1)C=1C=CC(=NC1C)C(=O)NC([2H])([2H])[2H])[C@@H](C)F)=O (R)-5-(4-((5-fluoro-2-(1-fluoroethyl)-3-oxo-4H-quinoxalin-6-yl)methyl)piperazin-1-yl)-6-methyl-N-(methyl-d3)pyridine-2-carboxamide